OCC1OC2=C(C(=NC(=C2)SC)C2=CN(C3=CN=C(C=C32)NC(C)=O)C)OC1 N-(3-(2-(hydroxymethyl)-7-(methylthio)-2,3-dihydro-[1,4]dioxino[2,3-c]pyridin-5-yl)-1-methyl-1H-pyrrolo[2,3-c]pyridin-5-yl)acetamide